CN1N=C(C(=C1C)B1OC(C(O1)(C)C)(C)C)C#N 1,5-dimethyl-4-(4,4,5,5-tetramethyl-1,3,2-dioxaborolan-2-yl)-1H-pyrazole-3-carbonitrile